6-(4-Chlorophenyl)imidazo[2,1-b][1,3]thiazol-5-carbaldehyd-O-(3,4-dichlorobenzyl)oxim ClC=1C=C(CON=CC2=C(N=C3SC=CN32)C3=CC=C(C=C3)Cl)C=CC1Cl